CC=1C=C2C(C=C(OC2=C(C1)C(C)NC1=C(C(=O)OC(C)(C)C)C=CC=C1)C1=NN(C2=CC=CC=C12)C)=O tert-Butyl 2-[1-[6-methyl-2-(1-methylindazol-3-yl)-4-oxo-chromen-8-yl]ethylamino]benzoate